UNDEC-9-ENENITRILE C(CCCCCCCC=CC)#N